N-(5-Fluoropyridin-2-yl)-6-methyl-4-(pyrimidin-5-yloxy)picolinamide FC=1C=CC(=NC1)NC(C1=NC(=CC(=C1)OC=1C=NC=NC1)C)=O